5-fluoro-2-[3-[1-[6-[3-(1-hydroxycyclopropyl)-1H-1,2,4-triazol-5-yl]-2-azaspiro[3.3]heptane-2-carbonyl]azetidin-3-yl]-1-bicyclo[1.1.1]pentanyl]benzonitrile FC=1C=CC(=C(C#N)C1)C12CC(C1)(C2)C2CN(C2)C(=O)N2CC1(C2)CC(C1)C1=NC(=NN1)C1(CC1)O